4-((4-Fluoro-3-(1-isopropyl-1H-pyrazol-4-yl)phenyl)((4-(4-methoxy-3-methylphenyl)bicyclo[2.2.2]octan-1-yl)methyl)carbamoyl)cyclohexyl trans-3-cyanoazetidine-1-carboxylate C(#N)C1CN(C1)C(=O)OC1CCC(CC1)C(N(CC12CCC(CC1)(CC2)C2=CC(=C(C=C2)OC)C)C2=CC(=C(C=C2)F)C=2C=NN(C2)C(C)C)=O